6-methoxy-1-(4-methoxybenzyl)-4-(piperidin-1-yl)-1H-benzo[d]imidazole COC=1C=C(C2=C(N(C=N2)CC2=CC=C(C=C2)OC)C1)N1CCCCC1